benzenamine trihydrochloride Cl.Cl.Cl.C1(=CC=CC=C1)N